C(C)(C)(C)OC(=O)N1CC2(C1)CC=CC2 2-azaspiro[3.4]octane-6-ene-2-carboxylic acid tert-butyl ester